C(C1=CC=CC=C1)OC=1C=C(C=CC1)NC=1C=C2C(=NC1)NN=C2C2=CC(=CC=C2)OC N-(3-(benzyloxy)phenyl)-3-(3-methoxyphenyl)-1H-pyrazolo[3,4-b]pyridin-5-amine